Ethyl 4-(Indolin-1-yl)thiophene-2-carboxylate N1(CCC2=CC=CC=C12)C=1C=C(SC1)C(=O)OCC